N-(5-(4-(4-acryloylpiperazin-1-yl)quinazolin-6-yl)-2-methoxypyridin-3-yl)benzenesulfonamide C(C=C)(=O)N1CCN(CC1)C1=NC=NC2=CC=C(C=C12)C=1C=C(C(=NC1)OC)NS(=O)(=O)C1=CC=CC=C1